7-(tert-butyl)-6-ethyl-3-amino-2-oxo-1-(4-phenyl-3,4-dihydro-2H-benzo[b][1,4]oxazin-6-yl)-1,2-dihydrothieno[2,3-b]pyrazine-6,7-dicarboxylate C(C)(C)(C)C1(C(SC=2N=C(C(N(C21)C2=CC1=C(OCCN1C1=CC=CC=C1)C=C2)=O)N)(C(=O)[O-])CC)C(=O)[O-]